1,8-bismaleimido-3,6-dioxaoctane C1(C=CC(N1CCOCCOCCN1C(C=CC1=O)=O)=O)=O